4'-fluoro-[1,1'-biphenyl]-4-carboxamide hydrochloride Cl.FC1=CC=C(C=C1)C1=CC=C(C=C1)C(=O)N